FC(C=1C(=C(C=CC1)[C@@H](C)NC=1C2=C(N=C(N1)C)C=NC(=C2)N2CCN(CC2)CCOC2=CC=C(C(=O)O)C=C2)F)F 4-(2-{4-[4-({(1R)-1-[3-(difluoromethyl)-2-fluorophenyl]ethyl}amino)-2-methylpyrido[3,4-d]pyrimidin-6-yl]piperazin-1-yl}ethoxy)benzoic acid